benzofuranyl-(benzothiophene) O1C(=CC2=C1C=CC=C2)C=2SC1=C(C2)C=CC=C1